CC=1N=C2N(C=C(N=C2C)C=2N=C3N(C(C2)=O)C(=CC=C3)NC3CCNCC3)C1 2-{2,8-dimethylimidazo[1,2-a]pyrazin-6-yl}-6-(piperidin-4-ylamino)pyrido[1,2-a]-pyrimidin-4-one